N-(4-(1-isopropyl-1H-pyrazol-4-yl)-5-methylpyrimidin-2-yl)-1-(propylsulfonyl)indol-5-amine C(C)(C)N1N=CC(=C1)C1=NC(=NC=C1C)NC=1C=C2C=CN(C2=CC1)S(=O)(=O)CCC